Tert-butyl (1R,4S)-1-(hydroxymethyl)-5-((1-methyl-1H-pyrazol-3-yl) methyl)-6-oxo-2,5-diazabicyclo[2.2.1]heptane-2-carboxylate OC[C@@]12N(C[C@@H](N(C1=O)CC1=NN(C=C1)C)C2)C(=O)OC(C)(C)C